CC=1N(C(=CC1)C)C1=NC2=C(N1C)C=CC=C2CNC2=C(C1=CC=CC=C1C=C2)C#N 2-[[2-(2,5-dimethylpyrrol-1-yl)-1-methyl-benzimidazol-4-yl]methylamino]naphthalene-1-carbonitrile